CNC1=CC2=C(NC=N2)C=C1 5-(methylamino)-1H-benzo[d]imidazole